COC1=C(CNC(=O)C2(N(C(CC2C)=O)C)CO)C=CC(=C1)OC N-(2,4-dimethoxybenzyl)-2-(hydroxymethyl)-1,3-dimethyl-5-oxopyrrolidine-2-carboxamide